2-((3-(2-chloro-3-phenylanilino)isothiazolo[4,5-b]pyridin-6-ylidene)amino)-2-methyl-3-hydroxypropionic acid ClC1=C(NC=2NSC=3C2N=CC(C3)=NC(C(=O)O)(CO)C)C=CC=C1C1=CC=CC=C1